7-((2-Methoxy-4-(4-methylpiperazin-1-yl)phenyl)amino)-1-(piperidin-4-yl)pyrimido[4,5-d]pyrimidine-2(1H)-one COC1=C(C=CC(=C1)N1CCN(CC1)C)NC1=NC=C2C(=N1)N(C(N=C2)=O)C2CCNCC2